3-nitrobenzene triflate OS(=O)(=O)C(F)(F)F.[N+](=O)([O-])C=1C=CC=CC1